2-(4'-ethoxy-2-methyl-[1,1'-biphenyl]-4-yl)-6-fluoroquinoline-4-carboxylic acid C(C)OC1=CC=C(C=C1)C1=C(C=C(C=C1)C1=NC2=CC=C(C=C2C(=C1)C(=O)O)F)C